FC1=CC=C2C(NN(C(C2=C1)=O)C1=CC=CC=C1)=O 7-fluoro-2-phenyl-2,3-dihydro-phthalazine-1,4-dione